O[C@H]1[C@H](O[C@@]2([C@H](CCO2)C2=C(C3=CC=CC=C3C(=C2)C)C(=O)N)[C@@H]([C@H]1N1N=NC(=C1)C1=CC(=C(C(=C1)F)F)F)O)CO ((4r,5s,7r,8r,9s,10r)-8,10-dihydroxy-7-(hydroxymethyl)-9-(4-(3,4,5-trifluorophenyl)-1H-1,2,3-triazol-1-yl)-1,6-dioxaspiro[4.5]dec-4-yl)-4-methyl-1-naphthamide